C(C)N1C2=C([C@@H]([C@@H](C1=O)NC(C(C)(C)C)=O)C1=CC=C(C=C1)F)C(=NN2C2=CC=CC=C2)C N-[(4S,5S)-7-ethyl-4-(4-fluorophenyl)-3-methyl-6-oxo-1-phenyl-1H,4H,5H,6H,7H-pyrazolo[3,4-b]pyridin-5-yl]-2,2-dimethylpropanamide